N-(2,6-difluoro-3-(5-(pyridazin-3-yl)-1H-pyrrolo[2,3-b]pyridine-3-carbonyl)phenyl)propane-1-sulfonamide FC1=C(C(=CC=C1C(=O)C1=CNC2=NC=C(C=C21)C=2N=NC=CC2)F)NS(=O)(=O)CCC